N-(2,2-difluoroethyl)-5-(6-(1-methyl-1H-pyrazol-4-yl)-1H-pyrrolo[2,3-b]pyridin-3-yl)pyrazolo[1,5-a]pyridine-3-carboxamide FC(CNC(=O)C=1C=NN2C1C=C(C=C2)C2=CNC1=NC(=CC=C12)C=1C=NN(C1)C)F